(E)-2-methoxy-4-((8-methyl-non-6-yl)methyl)phenyl-(t-butoxycarbonyl)glycine COC1=C(C=CC(=C1)CC(CCCCC)CC(C)C)N(CC(=O)O)C(=O)OC(C)(C)C